BrC1=CC=CC=2N1N=C(C2CC(F)(F)F)C(=O)OC methyl 7-bromo-3-(2,2,2-trifluoroethyl)pyrazolo[1,5-a]pyridine-2-carboxylate